C(C1=CC=CC=C1)OC(=O)N1CC(C(C=C1)=O)C=1C=NN(C1)CC1=CC=CC=C1 3-(1-benzyl-1H-pyrazol-4-yl)-4-oxo-3,4-dihydropyridine-1(2H)-carboxylic acid benzyl ester